C(C)(C)(C)OC(NCC(=CF)C1OC2=CC=C(C=C2CC1)F)=O N-[3-fluoro-2-(6-fluorochroman-2-yl)allyl]Carbamic acid tert-butyl ester